2-(4-(4-((3-chlorobenzyl)amino)-6-(3,5-dimethylisoxazol-4-yl)quinazolin-2-yl)-1H-pyrazol-1-yl)ethanol ClC=1C=C(CNC2=NC(=NC3=CC=C(C=C23)C=2C(=NOC2C)C)C=2C=NN(C2)CCO)C=CC1